(4AS,7aR)-octahydrocyclopenta[b][1,4]oxazine HCl Cl.O1[C@H]2[C@@H](NCC1)CCC2